COC(=O)[C@H]1NC2=CC=CC=C2C1 (2S)-2,3-dihydro-1H-indole-2-carboxylic acid methyl ester